(R)-5-amino-2-((1,4-dimethylpiperazin-2-yl)methyl)-8-(2,6-dimethylpyridin-4-yl)-7-phenyl-[1,2,4]triazolo[4,3-c]pyrimidin-3(2H)-one NC1=NC(=C(C=2N1C(N(N2)C[C@@H]2N(CCN(C2)C)C)=O)C2=CC(=NC(=C2)C)C)C2=CC=CC=C2